F[P-](F)(F)(F)(F)F.CC1=CC=C(C=C1)[I+]C1=CC=C(C=C1)CC(C)C (4-Methylphenyl)[4-(2-methylpropyl)phenyl]iodonium hexafluorophosphat